C1(=CC=C(C=C1)CNC=1C(N(C(=CN1)C1=CC=CC=C1)CC(=O)O)=O)C1=CC=CC=C1 2-(3-(([1,1'-biphenyl]-4-ylmethyl)amino)-2-oxo-6-phenylpyrazin-1(2H)-yl)acetic acid